N-(1-(2,6-dihydroxy-5'-methyl-4-pentyl-2'-(prop-1-en-2-yl)-1',2',3',4'-tetrahydro-[1,1'-biphenyl]-3-yl)ethyl)-N-methylazetidine-1-carboxamide OC1=C(C(=CC(=C1C(C)N(C(=O)N1CCC1)C)CCCCC)O)C1C(CCC(=C1)C)C(=C)C